4-(2-(5-hexylthiophen-2-yl)vinyl)-1,3,5-triazine-2-carbonitrile C(CCCCC)C1=CC=C(S1)C=CC1=NC(=NC=N1)C#N